FC1=C(C=CC(=C1)C(F)(F)F)C1=NC(=CC2=C1N=C(N(C2=O)C)C)N2C[C@H](OCC2)C2=CC(=NC=C2)C (R)-8-(2-fluoro-4-(trifluoromethyl)phenyl)-2,3-dimethyl-6-(2-(2-methylpyridin-4-yl)morpholino)pyrido[3,4-d]pyrimidin-4(3H)-one